4-(((1-Methyl-6-(methylamino)-1H-pyrazolo[3,4-b]pyridin-4-yl)amino)methyl)-benzenesulfonamide CN1N=CC=2C1=NC(=CC2NCC2=CC=C(C=C2)S(=O)(=O)N)NC